COC1=C(C=CC(=C1)OC)C1=CC(=NC=C1C(=O)O)C 4-(2,4-dimethoxyphenyl)-6-methylnicotinic acid